C(C1=CN=CC=C1)(=O)OC1(NC=CC(=C1)OC)Cl 2-chloro-4-methoxypyridin-2-yl nicotinate